(S)-2-(1-Acryloylpiperidin-2-yl)-1-amino-4-(4-((4-fluoropyridin-2-yl)carbamoyl)phenyl)-1H-imidazol-5-carboxamid C(C=C)(=O)N1[C@@H](CCCC1)C=1N(C(=C(N1)C1=CC=C(C=C1)C(NC1=NC=CC(=C1)F)=O)C(=O)N)N